amino-2-hydroxypropanesulfonic acid NC(C(C)O)S(=O)(=O)O